C1(CC1)C1=C(C#N)C(=CC=C1)N1N=CC(=C1)C1=CN(C(C=C1C1=CC(N(C=C1)CC1CC1)=O)=O)C 2-cyclopropyl-6-[4-[4-[1-(cyclopropylmethyl)-2-oxo-4-pyridyl]-1-methyl-6-oxo-3-pyridyl]pyrazol-1-yl]benzonitrile